2-(4-bromo-2-pyridinyl)-6-[3-(4-pyridinyl)propoxy]-3H-quinazolin-4-one BrC1=CC(=NC=C1)C1=NC2=CC=C(C=C2C(N1)=O)OCCCC1=CC=NC=C1